methyl 7-(anthracene-2-yloxy)-2-((tert-butoxycarbonyl) amino)-1,2,3,4-tetrahydronaphthalene-2-carboxylate C1=C(C=CC2=CC3=CC=CC=C3C=C12)OC1=CC=C2CCC(CC2=C1)(C(=O)OC)NC(=O)OC(C)(C)C